O=C1CN(C1)C1=CC=C(C=N1)NC1CNCCC1 3-((6-(3-oxoazetidin-1-yl)pyridin-3-yl)amino)piperidine